2-amino-N-((4-chloro-2-pyridinyl)methyl)-3-methyl-N-(2-methylpropyl)-6-quinolinecarboxamide NC1=NC2=CC=C(C=C2C=C1C)C(=O)N(CC(C)C)CC1=NC=CC(=C1)Cl